BrC=1N=C(N(N1)C1=NC=CC=N1)C(C)NC(C1=CC(=CC(=C1)C(F)(F)F)C(F)(F)C1CC1)=O N-[1-(5-bromo-2-pyrimidin-2-yl-1,2,4-triazol-3-yl)ethyl]-3-[cyclopropyl(difluoro)methyl]-5-(trifluoromethyl)benzamide